isooctylglycerol C(CCCCC(C)C)C(O)C(O)CO